3,5-diethyl-styrene tert-Butyl-(2R,4R)-2-(((4-bromophenyl)((4-nitrophenoxy)carbonyl)amino)methyl)-4-(tosyloxy)pyrrolidine-1-carboxylate C(C)(C)(C)OC(=O)N1[C@H](C[C@H](C1)OS(=O)(=O)C1=CC=C(C)C=C1)CN(C(=O)OC1=CC=C(C=C1)[N+](=O)[O-])C1=CC=C(C=C1)Br.C(C)C=1C=C(C=C)C=C(C1)CC